4-((6-amino-4-(((2S,6R)-2,6-dimethylmorpholino)methyl)pyridin-2-yl)amino)bicyclo[2.2.1]heptane NC1=CC(=CC(=N1)NC12CCC(CC1)C2)CN2C[C@@H](O[C@@H](C2)C)C